CN1C(=NC2=C(C=C(C=C2C1=O)C)C(C)NC1=C(C(=O)O)C=CC=C1)N1CCCCC1 2-((1-(3,6-dimethyl-4-oxo-2-(piperidine-1-yl)-3,4-dihydroquinazolin-8-yl)ethyl)amino)benzoic acid